CN1CCN(CCC1)CC(NC1=CC=C(C=C1)OC1CC(C1)N1CCCCC1)=S 2-(4-methyl-1,4-diazepan-1-yl)-N-(4-(3-(piperidin-1-yl)cyclobutoxy)phenyl)ethanethioamide